1-isopropyl-5-(2-chloropyrimidin-4-yl)pyridin-2(1H)-one C(C)(C)N1C(C=CC(=C1)C1=NC(=NC=C1)Cl)=O